bis(2,4,5-trichloro-6-carbopentoxyphenyl)oxalate ClC1=C(C(=C(C(=C1)Cl)Cl)C(=O)OCCCCC)OC(C(=O)OC1=C(C=C(C(=C1C(=O)OCCCCC)Cl)Cl)Cl)=O